C(C1=CC=CC=C1)OC([C@H](C1CCCC1)N1C[C@@]2(CCN(C2)C(=O)OCCCC)CC1)=O butyl (S)-7-((S)-2-(benzyloxy)-1-cyclopentyl-2-oxoethyl)-2,7-diazaspiro[4.4]nonane-2-carboxylate